N1(CCCCC1)CCOC=1C=C(C=CC1)C1=NNC2=CC=C(C=C12)C1=NC=NN1 3-[3-(2-piperidin-1-ylethoxy)phenyl]-5-(1H-1,2,4-triazol-5-yl)-1H-indazole